N1=C2N(C=C1)CCC2=O 5,6-dihydro-7H-pyrrolo[1,2-A]imidazol-7-one